C(C1=CC=CC=C1)N(CC(CCCC)=O)CC 1-(benzyl-(ethyl)amino)-2-hexanone